ClC1=C(C(=CC=C1Cl)O)[C@@H]([C@@H]1CCN(CCC1)C(=O)[C@@H]1CN(CC1)C(=O)OC(C)(C)C)O tert-butyl (3S)-3-[(4S)-4-[(R)-(2,3-dichloro-6-hydroxyphenyl)(hydroxy)methyl]azepane-1-carbonyl]pyrrolidine-1-carboxylate